tert-butyl 4-(2-(3-(2-(methoxymethoxy)phenyl)-5-methyl-7,8-dihydro-5H-pyrido[3',4':4,5]pyrrolo[2,3-c]pyridazin-6(9H)-yl)pyrimidin-5-yl)piperidine-1-carboxylate COCOC1=C(C=CC=C1)C1=CC2=C(N=N1)NC1=C2C(N(CC1)C1=NC=C(C=N1)C1CCN(CC1)C(=O)OC(C)(C)C)C